FC(CC)(F)C=1C=C(C=CC1)NC(=O)C1C(=NN(C1=O)C1=CC=C2C=CC=NC2=C1)C N-(3-(1,1-difluoropropyl)phenyl)-3-methyl-5-oxo-1-(quinolin-7-yl)-4,5-dihydro-1H-pyrazole-4-carboxamide